[(2R)-2-[[6-[benzyl(ethyl)amino]-9-isopropyl-purin-2-yl]amino]butyl] (2S)-2-(tert-butoxycarbonylamino)-3-methyl-butanoate C(C)(C)(C)OC(=O)N[C@H](C(=O)OC[C@@H](CC)NC1=NC(=C2N=CN(C2=N1)C(C)C)N(CC)CC1=CC=CC=C1)C(C)C